BrC1=CC=2C[C@H]3OC(CN[C@H]3C2C=C1)C (4aS,9aR)-7-bromo-2-methyl-2,3,4,4a,9,9a-hexahydroindeno[2,1-b][1,4]oxazine